4'-Geranyloxy-4,2'-dihydroxychalcone C(\C=C(/C)\CCC=C(C)C)OC1=CC(=C(C(/C=C/C2=CC=C(C=C2)O)=O)C=C1)O